(2S)-1-{8-fluoro-7-[7-fluoro-3-(methoxymethoxy)-8-[2-(triisopropylsilyl)ethynyl]naphthalen-1-yl]-2-methanesulfinylpyrido[4,3-d]pyrimidin-5-yl}-2-methylazetidine FC1=C(N=C(C2=C1N=C(N=C2)S(=O)C)N2[C@H](CC2)C)C2=CC(=CC1=CC=C(C(=C21)C#C[Si](C(C)C)(C(C)C)C(C)C)F)OCOC